C(C)OP(OCC)(=O)CCC=1C=NN(C1)C1=CN(C=2N=CN=C(C21)N)[C@@H]2C[C@@H](C2)CN2CCC2.BrC2=CC=C(C=C2)S(=O)(=N)C 1-bromo-4-(S-methylsulphonimidoyl)benzene diethyl-2-(1-(4-amino-7-(cis-3-(azetidin-1-ylmethyl)cyclobutyl)-7H-pyrrolo[2,3-d]pyrimidin-5-yl)-1H-pyrazol-4-yl)ethylphosphonate